4-((3S,11aS)-10-Acryloyl-4-fluoro-6-oxo-8,9,10,11,11a,12-hexahydro-6H-pyrazino[2',1':3,4][1,4]diazepino[6,7,1-hi]indazol-3-yl)-2-amino-7-fluorobenzo[b]thiophene-3-carbonitrile C(C=C)(=O)N1C[C@H]2CN3N=CC4=C(C(=CC(=C34)C(N2CC1)=O)F)C1=CC=C(C=2SC(=C(C21)C#N)N)F